8-chloro-3-(5-(difluoromethyl)-1,3,4-thiadiazol-2-yl)-1-fluoro-N-(1-(fluoromethyl)cyclopropyl)imidazo[1,5-a]pyridine-6-sulfonamide ClC=1C=2N(C=C(C1)S(=O)(=O)NC1(CC1)CF)C(=NC2F)C=2SC(=NN2)C(F)F